2-(2,4-Dihydroxybenzoyl)isoindolin OC1=C(C(=O)N2CC3=CC=CC=C3C2)C=CC(=C1)O